1,9-Bis(2-pyridyl)-3,7-dithianonan N1=C(C=CC=C1)CCSCCCSCCC1=NC=CC=C1